tert-Butyl (1-((2-(1-benzyl-1H-pyrazol-4-yl)-2-oxoethyl)amino)-2-methylpropan-2-yl)carbamate C(C1=CC=CC=C1)N1N=CC(=C1)C(CNCC(C)(C)NC(OC(C)(C)C)=O)=O